ClC=1C=C2C(=NC(=NC2=C(C1C1=C(C(=CC(=N1)N)C)C(F)(F)F)F)OC[C@@]12CCCN2C[C@@H](C1)F)N1CC2(CNC2)CC1 6-(6-chloro-8-fluoro-2-(((2R,7aR)-2-fluorotetrahydro-1H-pyrrolizin-7a(5H)-yl)methoxy)-4-(2,6-diazaspiro[3.4]octan-6-yl)quinazolin-7-yl)-4-methyl-5-(trifluoromethyl)pyridin-2-amine